ethyl trans-3-bromocinnamate BrC=1C=C(/C=C/C(=O)OCC)C=CC1